9,9-bis[4-(3,4-dicarboxyphenoxy)phenyl]fluorene C(=O)(O)C=1C=C(OC2=CC=C(C=C2)C2(C3=CC=CC=C3C=3C=CC=CC23)C2=CC=C(C=C2)OC2=CC(=C(C=C2)C(=O)O)C(=O)O)C=CC1C(=O)O